7-amino-N-((3-fluoropyridin-2-yl)methyl)-6-methyl-N-((5-(trifluoromethyl)pyridin-2-yl)methyl)-1,8-naphthyridine-3-carboxamide NC1=C(C=C2C=C(C=NC2=N1)C(=O)N(CC1=NC=C(C=C1)C(F)(F)F)CC1=NC=CC=C1F)C